6-[1-(2,2-difluoroethyl)-1H-pyrazolo[3,4-b]pyrazin-6-yl]-2-(2-fluorobenzenesulfonyl)-2,6-diazaspiro[3.4]octane FC(CN1N=CC=2C1=NC(=CN2)N2CC1(CN(C1)S(=O)(=O)C1=C(C=CC=C1)F)CC2)F